[Si](C)(C)(C(C)(C)C)OCC(CC#N)=O 4-((tert-butyldimethylsilyl)oxy)-3-oxobutanenitrile